C(#N)C1(CC=CC=C1)C1=CC(=C(C=C1)C)C 1-cyanophenyl-3,4-dimethylbenzene